CC1(OB(OC1(C)C)C=1C=NN(C1)C1=NC=CC=C1)C 2-[4-(4,4,5,5-tetramethyl-1,3,2-dioxaborolan-2-yl)pyrazol-1-yl]pyridine